4'-Chloro-[1,1]-biphenyl ClC1=CC=C(C=C1)C1=CC=CC=C1